N-(6-(4-((bis(4-methoxyphenyl)(phenyl)methoxy)methyl)-4-(hydroxymethyl)piperidin-1-yl)-6-oxohexyl)-2,2,2-trifluoroacetamide COC1=CC=C(C=C1)C(OCC1(CCN(CC1)C(CCCCCNC(C(F)(F)F)=O)=O)CO)(C1=CC=CC=C1)C1=CC=C(C=C1)OC